P(=O)(OC1(CO)[C@@H](O)[C@H](O)[C@H](O1)CO)([O-])[O-] fructosyl phosphate